C(CCCCC)C1=CC2=C(S1)C1=CC=3C=CC4=C(SC=C4)C3C=C1C=C2 2-Hexylanthra[1,2-b:5,6-b']dithiophene